FC=1C(=C(C=C(C1F)C=1C=NN(C1)C)O)C=1N=C2N(C=CC(=N2)C=2CC(NC(C2)(C)C)(C)C)C1 3,4-difluoro-5-(1-methyl-1H-pyrazol-4-yl)-2-(7-(2,2,6,6-tetramethyl-1,2,3,6-tetrahydropyridin-4-yl)imidazo[1,2-a]pyrimidin-2-yl)phenol